2-[7-(3,5-dimethylisoxazol-4-yl)-2-oxo-1,2,4,5-tetrahydroimidazo[1,5,4-de][1,4]benzoxazin-4-yl]-N-isopropylpiperidine-1-carboxamide CC1=NOC(=C1C1=CC=C2C=3N(C(COC31)C3N(CCCC3)C(=O)NC(C)C)C(N2)=O)C